Cl.OC1=C(C(=CC(=C1)C(F)(F)F)C)C1=CC=C(N=N1)N1C([C@H]2[C@H](CC1)CNC2)=O |r| rac-(3aS,7aS)-5-[6-[2-hydroxy-6-methyl-4-(trifluoromethyl)phenyl]pyridazin-3-yl]-2,3,3a,6,7,7a-hexahydro-1H-pyrrolo[3,4-c]pyridin-4-one, hydrochloride